(S)-6-(((6-fluoro-2-methylpyridin-3-yl)(1-(1-methylcyclopropyl)-1H-1,2,3-triazol-4-yl)methyl)amino)-4-((3,3,3-trifluoro-2,2-dimethylpropyl)amino)quinoline-3,8-dicarbonitrile FC1=CC=C(C(=N1)C)[C@@H](C=1N=NN(C1)C1(CC1)C)NC=1C=C2C(=C(C=NC2=C(C1)C#N)C#N)NCC(C(F)(F)F)(C)C